BrC=1C=CC=C2CN(C(C12)=O)C1C(NC(CC1)=O)=O 3-(7-bromo-1-oxoisoindolin-2-yl)piperidine-2,6-dione